Methyl 2-(2-(2-(4-(2-methoxyacetamido)piperidin-1-yl) thiazole-4-carboxamido)acrylamido)acrylate COCC(=O)NC1CCN(CC1)C=1SC=C(N1)C(=O)NC(C(=O)NC(C(=O)OC)=C)=C